FC(CNC1=CC=C(C=C1)C1=CC=C(C=N1)C(=O)OC)F methyl 6-[4-(2,2-difluoroethylamino)phenyl]pyridine-3-carboxylate